C(C)OC1=CC=CC=2CC(OC21)(C)C 7-ethoxy-2,2-dimethyl-3H-1-benzofuran